1-(4-[(2-Chloro-6-fluorophenyl)carbamoyl]-5-{[3,3-difluorobutan-2-yl]oxy}-2-fluorophenyl)-4-ethyl-5-oxo-4,5-dihydro-1H-1,2,4-triazol ClC1=C(C(=CC=C1)F)NC(=O)C1=CC(=C(C=C1OC(C)C(C)(F)F)N1N=CN(C1=O)CC)F